tert-butyl 1-oxo-2-(3-(5,6,7,8-tetrahydro-1,8-naphthyridin-2-yl)propyl)-2,8-diazaspiro[4.5]decane-8-carboxylate O=C1N(CCC12CCN(CC2)C(=O)OC(C)(C)C)CCCC2=NC=1NCCCC1C=C2